C(C=CCC)C1C(O1)CC=CCCCCCCCC(=O)O 11-{3-[pent-2-en-1-yl]oxiran-2-yl}undec-9-enoic acid